(S)-2-chloro-4-(2-(5-(3,5-dimethylisoxazol-4-yl)-1-(2-morpholinopropyl)-1H-benzo[d]imidazol-2-yl)ethyl)phenol ClC1=C(C=CC(=C1)CCC1=NC2=C(N1C[C@H](C)N1CCOCC1)C=CC(=C2)C=2C(=NOC2C)C)O